5-(imidazo[1,2-a]pyrimidin-6-yl)-N-(cis-3-morpholinocyclobutyl)pyrrolo[2,1-f][1,2,4]triazin-2-amine N=1C=CN2C1N=CC(=C2)C=2C=CN1N=C(N=CC12)N[C@@H]1C[C@@H](C1)N1CCOCC1